COC(=O)C=1C=2C=CNC2C=CC1.OC1(CC(C1)C(=O)N1CC2(C1)CC(C2)[C@@H](C)C2=CC=C1C=NN(C1=C2)C)C ((1s,3s)-3-hydroxy-3-methylcyclobutyl)(6-((R)-1-(1-methyl-1H-indazol-6-yl)ethyl)-2-azaspiro[3.3]hept-2-yl)methanone Methyl-1H-indole-4-carboxylate